5H-pyrazino[2,3-d]azepine N1=CC=NC2=C1C=CN=CC2